C1(CC1)C1=NN(C=C1C1=NC2=CC=CC=C2N=C1)[C@@H]1C[C@H](C1)CCCNC=1C=C2C(N(C(C2=CC1F)=O)C1C(NC(CC1)=O)=O)=O 5-((3-(Trans-3-(3-cyclopropyl-4-(quinoxalin-2-yl)-1H-pyrazol-1-yl)cyclobutyl)propyl)amino)-2-(2,6-dioxopiperidin-3-yl)-6-fluoroisoindoline-1,3-dione